6-bromo-1,2,3,4-tetrahydroisoquinolin-1-one BrC=1C=C2CCNC(C2=CC1)=O